3-((3,4-dimethoxyphenyl)imino)-5,5-dimethylcyclohex-1-en-1-yl-glycine COC=1C=C(C=CC1OC)N=C1C=C(CC(C1)(C)C)NCC(=O)O